(3aR,6aS)-5-(5-chloro-2-((1-methyl-1H-pyrazol-4-yl)amino)pyrimidin-4-yl)-3a,6a-dimethylhexahydropyrrolo[3,4-c]pyrrole-2(1H)-carboxylic acid tert-butyl ester C(C)(C)(C)OC(=O)N1C[C@@]2(CN(C[C@@]2(C1)C)C1=NC(=NC=C1Cl)NC=1C=NN(C1)C)C